4-(5-cyano-2-methoxyphenyl)nicotinic acid C(#N)C=1C=CC(=C(C1)C1=CC=NC=C1C(=O)O)OC